5-((4-chloro-2-oxo-2,3-dihydro-1H-benzo[d]imidazol-5-yl)thio)pyrazine ClC1=C(C=CC=2NC(NC21)=O)SC=2N=CC=NC2